C(#N)C=1C=C(C=CC1F)NC(N(C)[C@H]1C=2C3=C(C(NC2CNC1)=O)C=C(C=C3)F)=O (S)-3-(3-Cyano-4-fluorophenyl)-1-(8-fluoro-6-oxo-1,2,3,4,5,6-hexahydrobenzo[c][1,7]naphthyridin-1-yl)-1-methylurea